ClC1=C(C=CC=C1C1=C(C(=NC=C1)C=1C=C2CCN(CC2=C(C1)Cl)CC1COC1)Cl)C1=CC=C(C(=N1)OC)CNC[C@H]1CCC(N1)=O (R)-5-((((6-(2-chloro-3-(3-chloro-2-(8-chloro-2-(oxetan-3-ylmethyl)-1,2,3,4-tetrahydroisoquinolin-6-yl)pyridin-4-yl)phenyl)-2-methoxypyridin-3-yl)methyl)amino)methyl)pyrrolidin-2-one